BrC=1C=NN2C1N=C(N=C2NCC2=NC1=C(N2CCOCC[Si](CC)(CC)CC)C=CC=C1)N1CCOCC1 2-({[8-bromo-2-(morpholin-4-yl)pyrazolo[1,5-a][1,3,5]triazin-4-yl]amino}methyl)-1-{[2-(triethylsilyl)ethoxy]ethyl}-1H-benzimidazol